Cl.NCCCCNC1=C(C=C(C(=O)N)C=C1)[N+](=O)[O-] 4-((4-Aminobutyl)amino)-3-nitrobenzamide hydrochloride